N-((2S,3S,4R)-3,4-dihydroxy-1-(((2S,3R,4S,5R,6R)-3,4,5-trihydroxy-6-(hydroxymethyl)tetrahydro-2H-pyran-2-yl)oxy)octadecan-2-yl)-22-(oxetan-3-yl)docosanamide O[C@@H]([C@H](CO[C@H]1O[C@@H]([C@@H]([C@@H]([C@H]1O)O)O)CO)NC(CCCCCCCCCCCCCCCCCCCCCC1COC1)=O)[C@@H](CCCCCCCCCCCCCC)O